[N+](=O)([O-])C1(CC=CC=C1)C1=CC=CC=C1 1-Nitrophenyl-benzene